tert-butyl 2-(4-chlorobenzyl)-3-(2-hydroxyethoxy)-2,4,6,7-tetrahydro-5H-pyrazolo[4,3-c]pyridine-5-carboxylate ClC1=CC=C(CN2N=C3C(CN(CC3)C(=O)OC(C)(C)C)=C2OCCO)C=C1